C(C)OC(COC1CN(CC1)C(=O)OC(C)(C)C)=O tert-Butyl 3-(2-ethoxy-2-oxoethoxy)pyrrolidine-1-carboxylate